(2E)-1-[(6-chloro-3-pyridinyl)methyl]-N-nitro-2-imidazolidinimine C1CN(/C(=N\[N+](=O)[O-])/N1)CC2=CN=C(C=C2)Cl